di-thymol phenyl-phthalate C1(=CC=CC=C1)C1=C(C(C(=O)O)=CC=C1)C(=O)O.C1=C(C)C=CC(C(C)C)=C1O.C1=C(C)C=CC(C(C)C)=C1O